C(CC(C)C)C1=CC=C(CN2CC3(CC3)CN(C2=O)C2CCN(CC2)C)C=C1 5-(4-isopentylbenzyl)-7-(1-methylpiperidin-4-yl)-5,7-diazaspiro[2.5]octan-6-one